FC(C(=O)[O-])(F)F.F[C@@H]1C[NH+](C[C@H](C1)N(S(N)(=O)=O)C=1C=NN(C1)C)C (3s,5s)-3-fluoro-1-methyl-5-[(1-methyl-1H-pyrazol-4-yl)(sulfamoyl)amino]-piperidin-1-ium trifluoroacetate salt